ClC1=C(C=C2CN(C(C2=C1)=O)C1C(NC(CC1)=O)=O)C 3-(6-chloro-5-methyl-1-oxoisoindolin-2-yl)piperidine-2,6-dione